C12CC(CC2C1)OCC=1C=C(C=CC1C1=C(C(=CC=C1)OCC)C)NC(=O)[C@@H]1[C@@H](CCCC1)C(=O)O (1R,2S)-2-[[3-(3-bicyclo[3.1.0]hexanyloxymethyl)-4-(3-ethoxy-2-methyl-phenyl)phenyl]carbamoyl]cyclohexanecarboxylic acid